CN1C(N2CCOC3=C4C2=C1C=NC4=CC=C3)=O 2-methyl-9,10-dihydro-8-oxa-2,4,10a-triazanaphtho[2,1,8-cde]azulene-1(2H)-one